FC1=C(C(=O)N[C@H](C(=O)OC)CC2=C3C=CC=NC3=C(C=C2)C2=C(C=C(C=C2C(F)(F)F)F)OC)C(=CC=C1)F methyl (2S)-2-(2,6-difluorobenzamido)-3-(8-(4-fluoro-2-methoxy-6-(trifluoromethyl)phenyl)quinolin-5-yl)propanoate